C1=NC=CC2=CC(=CC=C12)C(=O)N isoquinoline-6-carboxamide